[Br-].C[NH+](CC(COC(CCCCCCC\C=C/CCCCCCCC)=O)OC(CCCCCCC\C=C/CCCCCCCC)=O)C N,N-dimethyl-2,3-bis(oleoyloxy)propan-1-aminium bromide